O(C1=CC=CC=C1)CN1CCC1 (phenoxymethyl)azetidin